(1R)-1-{5-[4-fluoro-2-(trifluoromethyl)benzyl]-1,2,4-oxadiazol-3-yl}-6-azaspiro[2.5]octane-6-sulfonamide FC1=CC(=C(CC2=NC(=NO2)[C@@H]2CC23CCN(CC3)S(=O)(=O)N)C=C1)C(F)(F)F